4-(5,6-dimethoxypyridin-3-yl)-2-hydroxycyclohepta-2,4,6-trien-1-one COC=1C=C(C=NC1OC)C=1C=C(C(C=CC1)=O)O